benzyl 4-((3-ethyl-2,4-bis(methoxymethoxy)-6-methylbenzoyl)oxy)-2,3,5,6-tetramethylbenzoate C(C)C=1C(=C(C(=O)OC2=C(C(=C(C(=O)OCC3=CC=CC=C3)C(=C2C)C)C)C)C(=CC1OCOC)C)OCOC